5-diphosphoinositol pentakisphosphate [C@H]1([C@H](C([C@H]([C@@H](C1OP(=O)(O)O)OP(=O)(O)O)OP(=O)(O)O)OP(=O)(O)OP(=O)(O)O)OP(=O)(O)O)OP(=O)(O)O